N-((3-aminooxetan-3-yl)methyl)-6-(3-methyl-1H-indol-2-yl)pyrazine-2-carboxamide NC1(COC1)CNC(=O)C1=NC(=CN=C1)C=1NC2=CC=CC=C2C1C